O=C1NC(CCC1N1C(C2=CC=C(C(=C2C1)F)CNC(=O)C1=CC2=C(O1)C(C1=CC=CC=C1C2=O)=O)=O)=O N-((2-(2,6-dioxopiperidin-3-yl)-4-fluoro-1-oxoisoindoline-5-yl)methyl)-4,9-dioxo-4,9-dihydronaphtho[2,3-b]furan-2-carboxamide